ClC=1C(=C(C(=O)O)C=C(N1)C)F chloro-3-fluoro-6-methyl-isonicotinic acid